C(C)OC(C)N1N=CC(=C1)C=1C2=C(N=CN1)N(C=C2)S(=O)(=O)C2=CC=C(C)C=C2 4-[1-(1-ethoxyethyl)-1H-pyrazol-4-yl]-7-tosyl-7H-pyrrolo[2,3-d]pyrimidine